ethyl 2-(7-(hydroxymethyl)-4-oxo-4,5-dihydro-2H-pyrazolo[3,4-c]quinolin-2-yl)-3-methylbutanoate OCC=1C=CC=2C=3C(C(NC2C1)=O)=NN(C3)C(C(=O)OCC)C(C)C